2-((2,4-Dimethylphenyl)thio)-1-(4-(trans-2-phenylcyclopropanecarbonyl)piperazin-1-yl)ethanone CC1=C(C=CC(=C1)C)SCC(=O)N1CCN(CC1)C(=O)[C@H]1[C@@H](C1)C1=CC=CC=C1